COC=1C=C(C=C(C1OC)OC)C#C 3,4,5-trimethoxyphenylacetylene